C(C)(=O)O.C(C)(=O)O.C(CCCCCCCCCCC)(=O)NCCN N-lauroyl-N,N'-ethylenediamine diacetic acid